CC(CC1=CC=C(C=C1)[C@H](C(=O)O)C)C |r| (2RS)-2-[4-(2-Methyl-propyl)phenyl]propanoic acid